[(thiophen-2-yl)methyl]thieno[3,2-b]pyridin-7-amine formate C(=O)O.S1C(=CC=C1)CC1=CC2=NC=CC(=C2S1)N